N,N-bis(9,9-dimethyl-9H-fluoren-2-yl)-9,9'-spirobi(9H-fluorene)-4-amine CC1(C2=CC=CC=C2C=2C=CC(=CC12)N(C1=CC=CC=2C3(C4=CC=CC=C4C12)C1=CC=CC=C1C=1C=CC=CC13)C1=CC=3C(C2=CC=CC=C2C3C=C1)(C)C)C